ClC=1N(N=C2C=C(C=CC12)C(=O)[O-])C(F)F Chloro-2-(difluoromethyl)-2H-indazole-6-carboxylate